6-isobutyl-pyran-2,4-dione C(C(C)C)C1=CC(CC(O1)=O)=O